N,N-di(cetyl)anilinium tetrakis(pentafluorophenyl)borate FC1=C(C(=C(C(=C1[B-](C1=C(C(=C(C(=C1F)F)F)F)F)(C1=C(C(=C(C(=C1F)F)F)F)F)C1=C(C(=C(C(=C1F)F)F)F)F)F)F)F)F.C(CCCCCCCCCCCCCCC)[NH+](C1=CC=CC=C1)CCCCCCCCCCCCCCCC